BrC1=C(C=C(C(=O)N2CC=3N=C(N(C(C3C[C@H]2C)=O)C2=CC(=C(C(=O)NC)C=C2)Cl)N[C@@H](C)C=C)C=C1)C(F)(F)F 4-((R)-7-(4-bromo-3-(trifluoromethyl)benzoyl)-2-(((S)-but-3-en-2-yl)amino)-6-methyl-4-oxo-5,6,7,8-tetrahydropyrido[3,4-d]pyrimidin-3(4H)-yl)-2-chloro-N-methylbenzamide